NC1=CC=C(C=N1)OC=1C=C(C=CC1)NC(=O)NC1=CC=C(C=C1)F 1-(3-((6-aminopyridin-3-yl)oxy)phenyl)-3-(4-fluorophenyl)urea